7-(4-cyano-4-phenylcyclohexyl)-3,7-diazabicyclo[4.2.0]octane-3-carboxylic acid ethyl ester C(C)OC(=O)N1CC2CN(C2CC1)C1CCC(CC1)(C1=CC=CC=C1)C#N